BrC1=CC=C(C=C1)C1(CCCC1)C=1N=C(SC1)NC(=O)NCC1=CC=C(C=C1)N1CCNCC1 1-(4-(1-(4-bromophenyl)cyclopentyl)thiazol-2-yl)-3-(4-(piperazin-1-yl)benzyl)urea